2-(9-Bromo-8-chloro-2-(((2S,4R)-4-fluoro-1-methylpyrrolidin-2-yl)methoxy)-5,6-dihydro-4H-[1,4]oxazepino[5,6,7-de]quinazolin-4-yl)-N,N-dimethylethan-1-amine BrC=1C(=C2C=3C(=NC(=NC3C1)OC[C@H]1N(C[C@@H](C1)F)C)N(CCO2)CCN(C)C)Cl